(1aR,5aR)-2-(2,4-Difluoro-phenyl)-1a,2,5,5a-tetrahydro-1H-2,3-diaza-cyclopropa[a]pentalene-4-carboxylic acid (1,2,2,6,6-pentamethyl-piperidin-4-yl)-amide CN1C(CC(CC1(C)C)NC(=O)C=1C=2C[C@@H]3[C@H](C2N(N1)C1=C(C=C(C=C1)F)F)C3)(C)C